5-(4-phenyl-1,3-dioxolan-2-yl)pentan-1-amine C1(=CC=CC=C1)C1OC(OC1)CCCCCN